(S)-3-aminobutanoyl-CoA N[C@H](CC(=O)SCCNC(CCNC([C@@H](C(COP(OP(OC[C@@H]1[C@H]([C@H]([C@@H](O1)N1C=NC=2C(N)=NC=NC12)O)OP(=O)(O)O)(=O)O)(=O)O)(C)C)O)=O)=O)C